5-(2,4-difluorobenzyl)-1H-1,2,4-triazole-3-carboxamide FC1=C(CC2=NC(=NN2)C(=O)N)C=CC(=C1)F